C1(CC1)C1=NC(=CC(=C1)C1=CC(=C2C(=N1)N=C(N2)C=2N=CC(=NC2)N2CCCCC2)N(C)CC2(CCCC2)COC)C(F)(F)F 1-(5-{5-[2-Cyclopropyl-6-(trifluoromethyl)pyridin-4-yl]-7-[{[1-(methoxymethyl)cyclopentyl]methyl}(methyl)amino]-1H-imidazo[4,5-b]pyridin-2-yl}pyrazin-2-yl)piperidin